C1(CCCC1)OC1=NC=CC=C1C=1C=C2CCC(OC2=CC1)CCC(=O)O 3-[6-(2-Cyclopentyloxy-pyridin-3-yl)-chroman-2-yl]-propionic acid